FC=1C=C2C(CC3(NC2=CC1)CCN(CC3)C(=O)N)=O 6'-fluoro-4'-oxo-3',4'-dihydro-1'H-spiro[piperidine-4,2'-quinoline]-1-carboxamide